4-amino-5-fluoro-1-((2R,4S,5R)-4-hydroxy-5-(hydroxymethyl)-5-methyltetrahydrofuran-2-yl)pyrimidin-2(1H)-one NC1=NC(N(C=C1F)[C@@H]1O[C@]([C@H](C1)O)(C)CO)=O